4-chloro-1-(naphthalen-2-yl)-6-(phenyl-d5)phthalazine ClC1=NN=C(C2=CC=C(C=C12)C1=C(C(=C(C(=C1[2H])[2H])[2H])[2H])[2H])C1=CC2=CC=CC=C2C=C1